N1C(=NC2=C1C=CC=C2)[C@]2(CN1[C@@H](CO2)CN(CC1)C(=O)C1=C(C(=CC=C1)OC)Cl)O [(3R,9aR)-3-(1H-benzimidazol-2-yl)-3-hydroxy-1,4,6,7,9,9a-hexahydropyrazino[2,1-c][1,4]oxazin-8-yl]-(2-chloro-3-methoxy-phenyl)methanone